3-(2-methyl-4-nitrophenoxy)pyridine CC1=C(OC=2C=NC=CC2)C=CC(=C1)[N+](=O)[O-]